(2R,6S)-2-hydroxy-2-methyl-6-methylamino-6-(4-(trifluoromethyl)phenyl)cyclohexan-1-one hydrochloride Cl.O[C@]1(C([C@](CCC1)(C1=CC=C(C=C1)C(F)(F)F)NC)=O)C